FC(C=1C(=CNC(C1)=O)C(=O)NC1=C(C=C(C(=C1)C1=CC(=C(C=C1)C(NC)=O)F)F)N1C[C@H](N([C@H](C1)C)C)C)F 4-(difluoromethyl)-N-[4-fluoro-5-[3-fluoro-4-(methylcarbamoyl)phenyl]-2-[(3R,5S)-3,4,5-trimethylpiperazin-1-yl]phenyl]-6-oxo-1H-pyridine-3-carboxamide